6-methyl-4-[(1-methylcyclopropyl)amino]-N-[1-(pyrimidin-4-yl)azetidin-3-yl]furo[2,3-d]pyrimidine-5-carboxamide CC1=C(C2=C(N=CN=C2NC2(CC2)C)O1)C(=O)NC1CN(C1)C1=NC=NC=C1